2-[cyclopropyl-(fluoro)methyl]-4-phenoxy-pyrimidine-5-carboxylic acid ethyl ester C(C)OC(=O)C=1C(=NC(=NC1)C(F)C1CC1)OC1=CC=CC=C1